N-(1-ethyl-2-oxo-1,2-dihydrobenzo[cd]indol-6-yl)-3-(methylsulfonyl)benzenesulfonamide C(C)N1C(C2=C3C(C(=CC=C13)NS(=O)(=O)C1=CC(=CC=C1)S(=O)(=O)C)=CC=C2)=O